N-tert-butyl-2-{methyl[2-(4-{[(3R)-1-methylpiperidin-3-yl]oxy}pyridin-2-yl)-5H,6H,7H-cyclopenta[d]pyrimidin-4-yl]amino}acetamide C(C)(C)(C)NC(CN(C=1C2=C(N=C(N1)C1=NC=CC(=C1)O[C@H]1CN(CCC1)C)CCC2)C)=O